FC1=C(C(=C2C=CNC2=C1)C=1SC=CN1)OC=1C=C(C#N)C=CC1 3-((6-fluoro-4-(thiazol-2-yl)-1H-indol-5-yl)oxy)benzonitrile